FC1(C(OC2=C(O1)C=CC(=C2)OC2=CC=CN1C2=NS(CC1)(=O)=O)(F)F)F 9-[(2,2,3,3-tetrafluoro-2,3-dihydro-1,4-benzodioxin-6-yl)oxy]-3,4-dihydropyrido[2,1-c][1,2,4]thiadiazine 2,2-dioxide